tert-butyl (S)-(5-(4-(6-fluoropyrimidin-4-yl)-2-methylpiperazin-1-yl)pyrazin-2-yl)carbamate FC1=CC(=NC=N1)N1C[C@@H](N(CC1)C=1N=CC(=NC1)NC(OC(C)(C)C)=O)C